t-butyldimethyl-((3-(1-phenylvinyl)benzyl)oxy)silane C(C)(C)(C)[Si](OCC1=CC(=CC=C1)C(=C)C1=CC=CC=C1)(C)C